ClC=1C=C(C=CC1)C=1C(=NN(C1)C)NC(=O)C=1C=NN2C1N=CC=C2 N-(4-(3-chlorophenyl)-1-methyl-1H-pyrazol-3-yl)pyrazolo[1,5-a]pyrimidine-3-carboxamide